FC=1C=C(C(=O)NC2=CC(=C(C=C2)C=2CCNCC2)OC)C=CC1N1CCNCC1 3-fluoro-N-[3-methoxy-4-(1,2,3,6-tetrahydro-pyridin-4-yl)-phenyl]-4-piperazin-1-yl-benzamide